FC(C1=C(C(C2=C(C=C(C=C2)C(N2CCCCC2)=O)F)OC2CN(C2)C(=O)NC(C)(C)C)C=CC=C1)(F)F 3-[2-(trifluoromethyl)-2'-fluoro-4'-(1-piperidinyloxomethyl)benzhydryloxy]-N-(tert-butyl)azetidine-1-carboxamide